methyl 6-(3-chloropropoxy)quinoline-4-carboxylate ClCCCOC=1C=C2C(=CC=NC2=CC1)C(=O)OC